(racemic)-6-(1-(4-(tert-butyl)benzyl)-4-fluoro-1H-indole-7-carboxamido)spiro[3.3]heptane-2-carboxylic acid C(C)(C)(C)C1=CC=C(CN2C=CC3=C(C=CC(=C23)C(=O)NC2CC3(CC(C3)C(=O)O)C2)F)C=C1